NCCC[Si](OC(C)C)(OC(C)C)OC(C)C 3-aminopropyltris(2-propoxy)silane